C1(CCCC1)CC(=O)C1=C(C(=C(C=C1)OC)Cl)Cl 2-cyclopentyl-1-(2,3-dichloro-4-methoxyphenyl)ethan-1-one